(6S)-6-methyl-5-[4-(3-methylpyridin-4-yl)-3-(trifluoromethyl)phenyl]-3,6-dihydro-2H-1,3,4-oxadiazin-2-one C[C@H]1C(=NNC(O1)=O)C1=CC(=C(C=C1)C1=C(C=NC=C1)C)C(F)(F)F